C1(=CC=CC=C1)C(N1C=NC=C1)(C1=CC=CC=C1)C1=CC=CC=C1 1-(triphenylmethyl)imidazole